BrC1=CC(=C(C(=C1)C)NC(=O)C=1N(N=C(C1)Cl)CC(F)F)C(N)=O N-(4-bromo-2-carbamoyl-6-methyl-phenyl)-5-chloro-2-(2,2-difluoroethyl)pyrazole-3-carboxamide